NC=1C=NN(C1)C(=O)OC(C)(C)C tert-butyl 4-aminopyrazole-1-carboxylate